NCC=1C=C2C=C(N(C2=CC1)CCCCF)CN1C(N(C2=C1C=C(C=C2)F)C2CC2)=O 3-((5-(Aminomethyl)-1-(4-fluorobutyl)-1H-indol-2-yl)methyl)-5-fluoro-1-cyclopropyl-1,3-dihydro-2H-benzo[d]imidazol-2-one